The molecule is a nucleotide-sugar oxoanion obtained by deprotonation of the diphosphate OH groups of UDP-3-O-[(3R)-3-hydroxytetradecanoyl]-N-acetylglucosamine; major species at pH 7.3. It is a conjugate base of an UDP-3-O-[(3R)-3-hydroxytetradecanoyl]-N-acetyl-alpha-glucosamine. CCCCCCCCCCC[C@H](CC(=O)O[C@@H]1[C@H]([C@H](O[C@@H]([C@H]1O)CO)OP(=O)([O-])OP(=O)([O-])OC[C@@H]2[C@H]([C@H]([C@@H](O2)N3C=CC(=O)NC3=O)O)O)NC(=O)C)O